butoxy-N-(2-(4-(3,4-dichlorobenzyl)piperidin-1-yl)ethyl)benzenesulfonamide C(CCC)OC1=C(C=CC=C1)S(=O)(=O)NCCN1CCC(CC1)CC1=CC(=C(C=C1)Cl)Cl